(2,6-Dichloropyridin-4-yl)methyl O-propyl-L-allothreoninate hydrochloride Cl.C(CC)O[C@H]([C@H](N)C(=O)OCC1=CC(=NC(=C1)Cl)Cl)C